N2-isopropyl-N2,N4-dimethyl-N4-((2-(trifluoromethyl)pyridin-3-yl)methyl)pyrido[2,3-d]pyrimidine-2,4-diamine C(C)(C)N(C=1N=C(C2=C(N1)N=CC=C2)N(CC=2C(=NC=CC2)C(F)(F)F)C)C